3,3-difluorotetrahydro-2H-pyran-4-amine hydrochloride Cl.FC1(COCCC1N)F